CNC(=O)C1=CC=C(C=C1)C=1N=C2SC3=NC(=CC=C3N2C1)C(=O)NCCCN1CCCCC1 2-(4-(methylcarbamoyl)phenyl)-N-(3-(piperidin-1-yl)propyl)imidazo[2',1':2,3]thiazolo[5,4-b]pyridine-7-carboxamide